(S)-N-(3-(3-aminoprop-1-yn-1-yl)-4-morpholinophenyl)-4-(2-(4-(4-chlorophenyl)-2,3,9-trimethyl-6H-thieno[3,2-f][1,2,4]triazolo[4,3-a][1,4]diazepin-6-yl)acetamido)butanamide NCC#CC=1C=C(C=CC1N1CCOCC1)NC(CCCNC(C[C@H]1C=2N(C3=C(C(=N1)C1=CC=C(C=C1)Cl)C(=C(S3)C)C)C(=NN2)C)=O)=O